2-amino-7-fluoro-3-methyl-N-((1R)-1-(1-methyl-1H-1,2,4-triazol-3-yl)ethyl)-N-((5-(trifluoromethyl)-2-pyridinyl)methyl)-6-quinolinecarboxamide NC1=NC2=CC(=C(C=C2C=C1C)C(=O)N(CC1=NC=C(C=C1)C(F)(F)F)[C@H](C)C1=NN(C=N1)C)F